tert-butyl (2-(5-(2-(3,4-dimethoxyphenyl)-3-isopropyl-1H-indole-5-carbonyl)hexahydropyrrolo[3,4-c]pyrrol-2(1H)-yl)ethylmethyl)carbamate COC=1C=C(C=CC1OC)C=1NC2=CC=C(C=C2C1C(C)C)C(=O)N1CC2C(C1)CN(C2)CCCNC(OC(C)(C)C)=O